2-(methylamino)-N-((4'-(trifluoromethyl)-[1,1'-biphenyl]-4-yl)methyl)pentanamide ethyl-4-methyl-2-(2-oxo-5-(2-oxoethyl)-4-(trifluoromethyl)pyridin-1(2H)-yl)pentanoate C(C)OC(C(CC(C)C)N1C(C=C(C(=C1)CC=O)C(F)(F)F)=O)=O.CNC(C(=O)NCC1=CC=C(C=C1)C1=CC=C(C=C1)C(F)(F)F)CCC